CN(C(CN1CC2=NC(=CC=C2C1=O)NCC=1C=NC=CC1)(C)C)C 6-(2-(dimethylamino)-2-methylpropyl)-2-((pyridine-3-ylmethyl)amino)-6,7-dihydro-5H-pyrrolo[3,4-b]pyridine-5-one